3'-(1,4-phenylenedi(dimethylsilanediyl))bis(propan-1-amine) C1(=CC=C(C=C1)[Si](C)(C)CCCN)[Si](C)(C)CCCN